ClC=1C=C(C=CC1C#N)[C@@H](CC)NC(=O)C=1C=C(N2C1COCC2)C(=O)N2[C@H](CCC2)C 6-((S)-2-methyl-pyrrolidine-1-carbonyl)-3,4-dihydro-1H-pyrrolo[2,1-c][1,4]oxazine-8-carboxylic acid [(R)-1-(3-chloro-4-cyano-phenyl)-propyl]-amide